(E)-5-(2-carboxyvinyl)-2'-deoxyuridine C(=O)(O)/C=C/C=1C(NC(N([C@H]2C[C@H](O)[C@@H](CO)O2)C1)=O)=O